(3R,4S)-4-Fluoro-N-isopropylpyrrolidin-3-amine F[C@@H]1[C@@H](CNC1)NC(C)C